OC(C)(C)C1=CC=CC(=N1)N1N(C(C=2C1=NC(=NC2)NC2=CC=C(C=C2)N2CCN(CC2)C)=O)C 1-(6-(2-hydroxypropan-2-yl)pyridin-2-yl)-2-methyl-6-((4-(4-methylpiperazin-1-yl)phenyl)amino)-1,2-dihydro-3H-pyrazolo[3,4-d]pyrimidin-3-one